7-Bromo-2-(((4-(((tert-butyldimethylsilyl)oxy)methyl)cyclohexyl)thio)methyl)quinazolin-4(3H)-one BrC1=CC=C2C(NC(=NC2=C1)CSC1CCC(CC1)CO[Si](C)(C)C(C)(C)C)=O